COC1=CC=C(C=C1)C(OC[C@@H](CN1C=2N=C(NC(C2N=C1)=O)NC(C(C)C)=O)O)(C1=CC=CC=C1)C1=CC=C(C=C1)OC N-[9-[(2R)-3-[bis(4-methoxyphenyl)-phenyl-methoxy]-2-hydroxy-propyl]-6-oxo-1H-purin-2-yl]-2-methyl-propanamide